C1(C=CCC1)C=1N(C=CC1)S(=O)(=O)C1=CC=C(C=C1)C 2-(cyclopent-2-en-1-yl)-1-(4-methylbenzenesulfonyl)pyrrole